C(C)(C)(C)OC(NCCOC1=CC(=C(C=C1)[N+](=O)[O-])C)=O 2-(3-methyl-4-nitrophenoxy)ethylcarbamic acid tert-butyl ester